dimethylsilandiyl-bis(2,4,6-trimethylindenyl)zirconium dichloride [Cl-].[Cl-].C[Si](=[Zr+2](C1C(=CC2=C(C=C(C=C12)C)C)C)C1C(=CC2=C(C=C(C=C12)C)C)C)C